C(C)(=O)N1CC(OC2=C1C=C(C=C2)Cl)C(=O)NC21CC(C2)(C1)NC(COC1=CC(=C(C=C1)Cl)F)=O 4-acetyl-6-chloro-N-{3-[2-(4-chloro-3-fluorophenoxy)acetamido]bicyclo[1.1.1]pentan-1-yl}-3,4-dihydro-2H-1,4-benzoxazine-2-carboxamide